2'-chloro-5'-methoxy-6-methyl-N-(6-(methylsulfonyl)thiazolo[4,5-b]pyridin-2-yl)-[4,4'-bipyridine]-3-carboxamide ClC1=NC=C(C(=C1)C1=C(C=NC(=C1)C)C(=O)NC=1SC=2C(=NC=C(C2)S(=O)(=O)C)N1)OC